O1CCN(CC1)C1=NC=2N(C=C1)N=CC2C(=O)OCC 1-Ethyl 5-morpholinopyrazolo[1,5-a]pyrimidine-3-carboxylate